2-[1-(2-dimethylaminoethyl)pyrazol-4-yl]-5-propyl-3H-imidazo[2,1-B]purin-4-one CN(CCN1N=CC(=C1)C1=NC=2N3C(N(C(C2N1)=O)CCC)=NC=C3)C